6-(3-(Azetidin-1-yl)-5-fluorophenyl)-5,7-dimethyl-2-(pyridin-2-yl)-2,6-dihydro-1H-pyrrolo[3,4-d]pyridazin-1-one N1(CCC1)C=1C=C(C=C(C1)F)N1C(=C2C(N(N=CC2=C1C)C1=NC=CC=C1)=O)C